O.[Mg] magnesium water